C(CCC)C1=CC=C(C=C1)[I+]C1=CC=C(C=C1)CCCC bis(4-butylphenyl)iodonium